Hexamethylenediacetamide C(CCCCCCCCC(=O)N)(=O)N